(5-(3-chloro-4-fluorophenyl)-7-cyclopropyl-4-oxo-4,7-dihydro-3H-pyrrolo[2,3-d]pyrimidin-3-yl)acetic acid ClC=1C=C(C=CC1F)C1=CN(C=2N=CN(C(C21)=O)CC(=O)O)C2CC2